S(=O)(=O)([O-])[O-].[Rh+3].S(=O)(=O)([O-])[O-].S(=O)(=O)([O-])[O-].[Rh+3] rhodium sulfate salt